dimethyl (2-isobutyl-3-methylbutylidene)malonate C(C(C)C)C(C=C(C(=O)OC)C(=O)OC)C(C)C